NCCOCCOCCOCCN bis[2-(2-aminoethoxy) ethyl] ether